CC1(OCC(CO1)CO)C (2,2-dimethyl-1,3-dioxan-5-yl)methanol